ClC1=C(C=CC(=N1)C(=O)Cl)[N+](=O)[O-] 6-chloro-5-nitropicolinoyl chloride